[5-(2-chloro-3-fluoro-phenyl)-2,6-dioxo Methyl-3,6-dihydro-2H-pyrimidin-1-yl]-acetate ClC1=C(C=CC=C1F)C1=CNC(N(C1C=O)CC(=O)[O-])C=O